C(C=C)(=O)N1C[C@H](OC[C@@H]1C)C1=CC(=NC(=C1)Cl)C1=CC=NCN1C 6-(4-((2R,5S)-4-acryloyl-5-methylmorpholin-2-yl)-6-chloropyridin-2-yl)-N-methylpyrimidine